C(C1=CC=CC=C1)OC=1C=C2C(CC(=C(C2=CC1)C1=CC=C(C=C1)N1CCC(CC1)C(OC)OC)Br)(F)F 1-(4-(6-(benzyloxy)-2-bromo-4,4-difluoro-3,4-dihydronaphthalen-1-yl)phenyl)-4-(dimethoxymethyl)piperidine